C(#N)C1=C(C=CC=C1)NC(=O)NC1CN(C(C1)=O)C1=CC=CC=C1 1-(2-cyanophenyl)-3-(5-oxo-1-phenylpyrrolidin-3-yl)urea